methyl-tridecyl-methyl-propyl-ammonium chloride [Cl-].C[N+](CCC)(C)CCCCCCCCCCCCC